(9H-fluoren-9-yl)methyl tert-butyl (R)-(1-(3-benzyl-1,2,4-oxadiazol-5-yl)pentane-1,5-diyl)dicarbamate C(C1=CC=CC=C1)C1=NOC(=N1)[C@@H](CCCCNC(OC(C)(C)C)=O)NC(OCC1C2=CC=CC=C2C=2C=CC=CC12)=O